COC1=C(C=C(CCNC([C@@H](CC(C)(C)C)NC(OC(C)(C)C)=O)=O)C=C1)OCC(F)(F)F tert-butyl (R)-(1-((4-methoxy-3-(2,2,2-trifluoroethoxy)phenethyl)amino)-4,4-dimethyl-1-oxopentan-2-yl)carbamate